N1C=CC2=C(C=CC=C12)C1CC(C1)O 3-(1H-indol-4-yl)cyclobutan-1-ol